CN1C(=NC=C1)SC=1C=2N(C(=NC1)N1CCC3(CCC[C@H]3N)CC1)C=CN2 (R)-8-(8-((1-methyl-1H-imidazol-2-yl)thio)imidazo[1,2-c]pyrimidin-5-yl)-8-azaspiro[4.5]decan-1-amine